C1CC=2C1=CC=1CC(CC1C2)NC2=NC=C(C=N2)C2=NN=C(O2)CC(=O)N2CC1=C(CC2)NN=N1 2-(5-(2-((2,4,5,6-tetrahydro-1H-cyclobuta[f]inden-5-yl)amino)pyrimidin-5-yl)-1,3,4-oxadiazol-2-yl)-1-(1,4,6,7-tetrahydro-5H-[1,2,3]triazolo[4,5-c]pyridin-5-yl)ethan-1-one